5-[(E)-2-cyclopropylvinyl]-N-(5-{[(1S,2S)-2-hydroxycyclohexyl]carbamoyl}-2-methylphenyl)pyridine-3-carboxamide C1(CC1)/C=C/C=1C=C(C=NC1)C(=O)NC1=C(C=CC(=C1)C(N[C@@H]1[C@H](CCCC1)O)=O)C